ClC=1C=C2C(C(NC2=CC1Cl)=O)=O 5,6-dichloro-isatin